FC=1C=CC=2N(C3=CC=CC=C3C2C1)CC(CN1C2=CC=CC=C2C=2C=C(C=CC12)F)OCC(CNC(C)C)O 1-((1,3-bis(3-fluoro-9H-carbazol-9-yl)propan-2-yl)oxy)-3-(isopropylamino)-2-propanol